ClC=1C2=C(N=C(N1)SC)C=C(OC2=O)Cl 4,7-dichloro-2-(methylsulfanyl)pyrano[4,3-d]pyrimidin-5-one